4-amino-5-chloro-N-((3S,4R)-1-(6-((8-((2-hydroxyethyl)((2S,3R,4R,5R)-2,3,4,5,6-pentahydroxyhexyl)amino)-8-oxooctyl)amino)-6-oxohexyl)-3-methoxypiperidin-4-yl)-2-methoxybenzamide NC1=CC(=C(C(=O)N[C@H]2[C@H](CN(CC2)CCCCCC(=O)NCCCCCCCC(=O)N(C[C@@H]([C@H]([C@@H]([C@@H](CO)O)O)O)O)CCO)OC)C=C1Cl)OC